C[Si](OC(CCCCCN(CCCCO)CCC[C@@H](C)C1CCC2C3CCC4C[C@@H](CC[C@@]4(C3CC[C@]12C)C)OC)OCCCCCCCC)(CCCCCCCC)C 4-((6-((dimethyl(octyl)silyl)oxy)-6-(octyloxy)hexyl)((4R)-4-((3R,10S,13R)-3-methoxy-10,13-dimethylhexadecahydro-1H-cyclopenta[a]phenanthren-17-yl)pentyl)amino)butan-1-ol